4-[5-[4-[6-chloro-4-(trifluoromethyl)-2-pyridinyl]piperazin-1-yl]sulfonylindoline-1-carbonyl]-2-methyl-pyrazole-3-carboxylic acid ClC1=CC(=CC(=N1)N1CCN(CC1)S(=O)(=O)C=1C=C2CCN(C2=CC1)C(=O)C1=C(N(N=C1)C)C(=O)O)C(F)(F)F